triisopropyl-phosphinic acid C(C)(C)OP(=O)(C(C)C)C(C)C